(1S,2R)-N-(8-amino-6-(4-methylpyridin-3-yl)-2,7-naphthyridin-3-yl)-2-(cyanomethyl)Cyclopropane-1-carboxamide NC=1N=C(C=C2C=C(N=CC12)NC(=O)[C@@H]1[C@H](C1)CC#N)C=1C=NC=CC1C